N,N'-bis-(2-aminoethyl)piperazine NCCN1CCN(CC1)CCN